4-bromo-2-(1-methylcyclopropyl)pyridine BrC1=CC(=NC=C1)C1(CC1)C